F[C@H]1CN(CC[C@@H]1NC1=CC=CC=2C(=C(OC21)C#CC)C=2N=CSC2)C 3-(7-(((3S,4S)-3-fluoro-1-methylpiperidin-4-yl)amino)-3-(thiazol-4-yl)benzofuran-2-yl)prop-2-yn